N-(4-chloro-2-fluoro-5-(2-(methylamino)-8,9-dihydroimidazo[1',2':1,6]pyrido[2,3-d]pyrimidin-6-yl)phenyl)-4-(trifluoromethyl)picolinamide hydrochloride Cl.ClC1=CC(=C(C=C1C1=CC2=C(N=C(N=C2)NC)N2C1=NCC2)NC(C2=NC=CC(=C2)C(F)(F)F)=O)F